BrC1OC(C2=C(C=C(C=C12)Br)F)=O 3,5-dibromo-7-fluoro-3H-isobenzofuran-1-one